N-(2-(4-methylpiperidin-1-yl)benzyl)-4-(trifluoromethoxy)benzenesulfonamide CC1CCN(CC1)C1=C(CNS(=O)(=O)C2=CC=C(C=C2)OC(F)(F)F)C=CC=C1